cis-tert-butyl 2-[[tert-butoxycarbonyl (methylsulfonyl)amino]methyl]-6-methyl-morpholine-4-carboxylate C(C)(C)(C)OC(=O)N(S(=O)(=O)C)C[C@@H]1CN(C[C@@H](O1)C)C(=O)OC(C)(C)C